7-((5-(4-hydroxy-piperidin-1-yl)pyridin-2-yl)amino)-4-(pyrrolo[1,2-b]pyridazin-4-yl)-2,3-dihydro-1H-pyrrolo[3,4-c]pyridin-1-one OC1CCN(CC1)C=1C=CC(=NC1)NC=1C2=C(C(=NC1)C=1C=3N(N=CC1)C=CC3)CNC2=O